N-[3-(9H-carbazol-9-yl)phenyl][1,1'-biphenyl]-4-amine C1=CC=CC=2C3=CC=CC=C3N(C12)C=1C=C(C=CC1)NC1=CC=C(C=C1)C1=CC=CC=C1